(1R,2S,5R)-1-Amino-2-(((2S,3S)-2-amino-3-methylpentanamido)methyl)-5-(2-boronoethyl)cyclohexane-1-carboxylic acid dihydrochloride Cl.Cl.N[C@]1([C@@H](CC[C@H](C1)CCB(O)O)CNC([C@H]([C@H](CC)C)N)=O)C(=O)O